C(C)(C)(C)OC(=O)N1[C@H](CC2(N=N2)CC1)C (5S)-5-methyl-1,2,6-triazaspiro[2.5]oct-1-ene-6-carboxylic acid tert-butyl ester